2-[3-(3-{[(8-oxabicyclo[3.2.1]oct-3-yl)amino]methyl}pyrrolidin-1-yl)-1,2,4-triazin-6-yl]-5-(1H-pyrazol-4-yl)phenol C12CC(CC(CC1)O2)NCC2CN(CC2)C=2N=NC(=CN2)C2=C(C=C(C=C2)C=2C=NNC2)O